[(2S)-pyrrolidin-2-yl]-1H-benzimidazole N1[C@H](CCC1)N1C=NC2=C1C=CC=C2